C(C)(C)(C)OC(=O)N1C[C@H]([C@H](CC1)OC)F (3r,4s)-3-fluoro-4-methoxypiperidine-1-carboxylic acid tert-butyl ester